C(C1=CC=CC=C1)OC(CN(C1CN(C1)C(=O)OC(C)(C)C)C(=O)OC(C)(C)C)=O Tert-Butyl 3-{[2-(benzyloxy)-2-oxoethyl] [(tert-butoxy) carbonyl]amino}azetidine-1-carboxylate